Cl.O[C@@]1(C([C@](CCC1)(NC)C=1C=C(C#N)C=CC1)=O)C 3-((1R,3S)-3-hydroxy-3-methyl-1-methylamino-2-oxocyclohexyl)benzonitrile hydrochloride